ClC=1C(=NC=C(C1)C1CC1)OCC=1OC(=CN1)CC1CCN(CC1)CC1=NC2=C(N1C[C@H]1OCC1)C=C(C=C2)C(=O)O 2-({4-[(2-{[(3-chloro-5-cyclopropylpyridin-2-yl)oxy]methyl}-1,3-oxazol-5-yl)methyl]piperidin-1-yl}methyl)-1-{[(2S)-oxetan-2-yl]methyl}-1H-1,3-benzodiazole-6-carboxylic acid